ClC1=NC(=C2N=CN(C2=N1)[C@@H]1SC[C@H]([C@H]1O)O)N[C@H]1CCC2=CC=CC=C12 (2R,3R,4S)-2-[2-chloro-6-[[(1S)-indan-1-yl]amino]purin-9-yl]tetrahydrothiophene-3,4-diol